O=C1NC(CCC1C1=CC=C(CN2CCN(CC2)C2=CC=C(C(=O)NC3=CC(=C(C=C3)C)NC3=NC=CC(=N3)C=3C=NC=CC3)C=C2)C=C1)=O 4-(4-(4-(2,6-dioxopiperidin-3-yl)benzyl)piperazin-1-yl)-N-(4-methyl-3-((4-(pyridin-3-yl)pyrimidin-2-yl)amino)phenyl)benzamide